C(CCCCCCCCCCCCCCCCCC)(=O)OC[C@@H](OC(CCCCCCCCCCCCCCCCCC)=O)COP(=O)([O-])OCC[N+](C)(C)C 1,2-bis(nonadecanoyl)-sn-glycero-3-phosphocholine